tert-butyl (S)-4-(3-(3-(4-((2-((2-methylpyrrolidin-1-yl)methyl)-1H-benzo[d]imidazol-5-yl)carbamoyl)phenyl)-1H-1,2,4-triazol-1-yl)propyl)piperidine-1-carboxylate C[C@@H]1N(CCC1)CC1=NC2=C(N1)C=CC(=C2)NC(=O)C2=CC=C(C=C2)C2=NN(C=N2)CCCC2CCN(CC2)C(=O)OC(C)(C)C